C(C1=CC=CC=C1)(=O)N1C(N([C@H]2[C@@H]([C@H](OC(C3=CC=CC=C3)=O)[C@@H](COC(C3=CC=CC=C3)=O)O2)F)CCC1=O)=O 3-benzoyl-3',5'-di-O-benzoyl-2'-deoxy-2'-fluoro-3,4,5,6-tetrahydrouridine